CC1=C(CN(N)C(=O)OC)C=CC(=C1)C Methyl 1-(2,4-dimethylbenzyl)hydrazine-1-carboxylate